((6-(difluoromethoxy)-2-(3'-(6-(difluoromethoxy)-5-(pyrrolidin-1-ylmethyl)benzo[d]oxazol-2-yl)-2'-fluoro-2-methyl-[1,1'-biphenyl]-3-yl)benzo[d]oxazol-5-yl)methyl)-L-proline FC(OC1=CC2=C(N=C(O2)C=2C(=C(C=CC2)C2=C(C(=CC=C2)C=2OC3=C(N2)C=C(C(=C3)OC(F)F)CN3CCCC3)F)C)C=C1CN1[C@@H](CCC1)C(=O)O)F